5-(1-(4-(dimethylamino)piperidin-1-yl)ethyl)-6-methyl-2-(thiazol-5-yl)indolizine-7-carboxylic acid isopropyl ester C(C)(C)OC(=O)C=1C(=C(N2C=C(C=C2C1)C1=CN=CS1)C(C)N1CCC(CC1)N(C)C)C